4-(2-(4-(4-methylpiperazin-1-yl)piperidin-1-yl)-5-nitrophenyl)but-3-yn-1-ol CN1CCN(CC1)C1CCN(CC1)C1=C(C=C(C=C1)[N+](=O)[O-])C#CCCO